CO[AsH]([O-])=O.[Na+] sodium monomethylarsonate